COC(CC(CC1=C(C=CC(=C1)C)[N+](=O)[O-])N)=O 3-amino-4-(5-methyl-2-nitrophenyl)butyric acid methyl ester